5-(cyclopropylmethoxy)-2-methylpyrazolo[1,5-a]pyridine-3-carboxylic acid C1(CC1)COC1=CC=2N(C=C1)N=C(C2C(=O)O)C